C(C1=CC=CC=C1)C1=C(N)C=CC=C1 o-benzyl-aniline